C1=C(C=CC2=CC=CC=C12)N N-(naphthalen-2-yl)amine